(3S)-2-acetylamino-2-(4-chloro-3-methoxymethyloxy-butyl)malonic acid diethyl ester C(C)OC(C(C(=O)OCC)(CC[C@@H](CCl)OCOC)NC(C)=O)=O